Cl.NC\C=C(\CN1C=NC2=C1C=C(C=C2C2=CC(=CC=C2)S(=O)(=O)N2CCCC2)C#N)/F (Z)-1-(4-amino-2-fluorobut-2-en-1-yl)-4-(3-(pyrrolidin-1-ylsulfonyl)phenyl)-1H-benzo[d]imidazole-6-carbonitrile hydrochloride